CC1=NC=CC=C1NC1CCC(CC1)OC1=C2C=C(C=NC2=CC(=N1)N1CCOCC1)NS(=O)(=O)C N-[5-[4-[(2-methyl-3-pyridyl)amino]cyclohexoxy]-7-morpholino-1,6-naphthyridin-3-yl]methanesulfonamide